[C-]1(C=CC=C1)C1=C2C=C(CC2=CC=C1)C.[CH-]1C=CC=C1.[Fe+2] 4-ferrocenyl-2-methylinden